2-(8-((2S,5R)-2,5-diethyl-4-(1-(7-fluoro-2-methylbenzo[d]thiazol-6-yl)ethyl)piperazin-1-yl)-5-methyl-6-oxo-5,6-dihydroimidazo[1,2-b]pyridazin-2-yl)acetonitrile C(C)[C@@H]1N(C[C@H](N(C1)C(C)C1=C(C2=C(N=C(S2)C)C=C1)F)CC)C=1C=2N(N(C(C1)=O)C)C=C(N2)CC#N